CP(C1=C2N=CC=NC2=CC=C1NC=1C2=C(N=C(N1)NC1=CC(=C(C=3CCOC31)N3CCOCC3)C=3C=NN(C3)C)NC=C2)(C)=O dimethyl-(6-((2-((5-(1-methyl-1H-pyrazol-4-yl)-4-morpholino-2,3-dihydrobenzo-furan-7-yl)amino)-7H-pyrrolo[2,3-d]pyrimidin-4-yl)amino)quinoxalin-5-yl)phosphine oxide